5-((3-chloro-2-fluoropyridin-4-yl)amino)-3-(3-hydroxy-3-methylbutyl)-1-methyl-1,3-dihydro-2H-benzo[d]imidazol-2-one ClC=1C(=NC=CC1NC1=CC2=C(N(C(N2CCC(C)(C)O)=O)C)C=C1)F